ON=C(C1=NC=C(C=C1OCC1=CC=C(C=C1)OC)NC=1OC(=C(N1)C)C1=CC=C(C=C1)C(F)(F)F)N N'-hydroxy-3-((4-methoxybenzyl)oxy)-5-((4-methyl-5-(4-(trifluoromethyl)phenyl)oxazol-2-yl)amino)picolinimidamide